BrC1=CC=C2C(=CNC2=C1F)S(=O)(=O)NC1=NC=C(C(=N1)OC)OCCF 6-bromo-7-fluoro-N-[5-(2-fluoroethoxy)-4-methoxy-pyrimidin-2-yl]-1H-indole-3-sulfonamide